ClC=1C=C(C=CC1F)C(CO)(C)NC1=NC2=C(N1)C=CC=C2CN2C(SCC2)=O 3-[(2-{[2-(3-chloro-4-fluorophenyl)-1-hydroxypropan-2-yl]amino}-1H-1,3-benzodiazol-4-yl)methyl]-1,3-thiazolidin-2-one